NC1=CC2=C(NC(=N2)C2=CC=C(C=C2)C(=O)C2=CC=CC=C2)C=C1 (4-(5-amino-1H-benzo[d]imidazol-2-yl)phenyl)(phenyl)methanone